ClCCCCCCOC1=C(C=O)C=C(C=C1)Cl 2-(6-chlorohexyloxy)-5-chlorobenzaldehyde